C1(CC1)C1=C(C=C(C(=C1)I)C)N(C(C#CC)=O)C=1C=CC=2C(N1)=CN(N2)CC(C)(C)OC N-(2-cyclopropyl-4-iodo-5-methylphenyl)-N-[2-(2-methoxy-2-methylpropyl)pyrazolo[4,3-b]pyridin-5-yl]but-2-ynamide